N-(6-(2-methyl-2-(pyridin-2-yl)propionyl)pyridin-3-yl)-2-(4-(N-methylsulfamoyl)phenyl)acetamide CC(C(=O)C1=CC=C(C=N1)NC(CC1=CC=C(C=C1)S(NC)(=O)=O)=O)(C)C1=NC=CC=C1